N,N-dimethyl-2-azaspiro[3.3]heptane-6-carboxamide CN(C(=O)C1CC2(CNC2)C1)C